(S)-3-Bromo-7-(1-(3,4-difluorobenzyl)piperidin-3-yl)-2-methylpyrazolo[1,5-a]pyrimidine BrC=1C(=NN2C1N=CC=C2[C@@H]2CN(CCC2)CC2=CC(=C(C=C2)F)F)C